CN1SC2=C(C1=O)C=CC=C2 2-Methyl-1,2-Benzisothiazolin-3-on